Benzyl (tert-butoxycarbonyl)-L-homoserinate C(C)(C)(C)OC(=O)N[C@@H](CCO)C(=O)OCC1=CC=CC=C1